ortho-dihydroxyl-phenol OC1(C(C=CC=C1)O)O